[4-(4-chlorophenoxy)-2-trifluoromethyl-phenyl]-2-methyl ethylene oxide ClC1=CC=C(OC2=CC(=C(C=C2)C2C(C)O2)C(F)(F)F)C=C1